5-(9H-carbazol-3-yl)-3-(4-(dimethylamino)phenyl)oxazolidine-2,4-dione C1=CC(=CC=2C3=CC=CC=C3NC12)C1C(N(C(O1)=O)C1=CC=C(C=C1)N(C)C)=O